2-(4-bromophenyl)bicyclo[2.2.1]Heptane BrC1=CC=C(C=C1)C1C2CCC(C1)C2